CC1=C2C(=CC(=C1OC(=O)C(C)(C)C)Cl)C3(C4=CC(=C(C=C4C(=O)O3)Cl)Cl)C5=C(O2)C(=C(C(=C5)CCC(=O)NCCCCCCOP(N(C(C)C)C(C)C)OCCO)OC(=O)C(C)(C)C)Cl The molecule is a fluorescent dye having an absorption wavelength of 530 nm and an emission wavelength of 550 nm, derived from fluorescein. It has a role as a fluorochrome. It is a xanthene dye, a phosphoramidite and a pivalate ester. It derives from a fluorescein.